9-Ethyl-6,6-dimethyl-8-(4-(methylamino)piperidin-1-yl)-3-((trimethylsilyl)ethynyl)-5,6-Dihydro-11H-benzo[b]carbazol-11-one C(C)C1=CC2=C(C(C=3NC4=CC(=CC=C4C3C2=O)C#C[Si](C)(C)C)(C)C)C=C1N1CCC(CC1)NC